4-Chloro-7-(4-{2-[4-({4-[2-(2,6-dioxopiperidin-3-yl)-1-oxo-2,3-dihydro-1H-isoindol-5-yl]piperazin-1-yl}methyl)piperidin-1-yl]pyrimidin-5-yl}piperidin-1-yl)-1H-indole-3-carbonitrile ClC1=C2C(=CNC2=C(C=C1)N1CCC(CC1)C=1C=NC(=NC1)N1CCC(CC1)CN1CCN(CC1)C=1C=C2CN(C(C2=CC1)=O)C1C(NC(CC1)=O)=O)C#N